4-[2-(3-Hydroxy-6-nitro-2-oxoquinolin-1-yl)ethoxy]benzene-1,2-dicarboxylic acid OC=1C(N(C2=CC=C(C=C2C1)[N+](=O)[O-])CCOC=1C=C(C(=CC1)C(=O)O)C(=O)O)=O